C(C)(C)(C)O[C@@H]1[C@H](C1)C(=O)O |r| rac-(1S,2S)-2-(tert-butoxy)cyclopropane-1-carboxylic acid